C1=2CCCCCCCCCCC2C(CC1)=O bicyclo(10.3.0)pentadec-12(1)-en-13-one